BrC=1C=C(C=C2C=CC(=NC12)N1C[C@@H](N(C[C@@H]1C)C1=CC(N(C=2C=CC(=NC12)C#N)C)=O)C)C |&1:16| 8-((2S,SR)-4-(8-Bromo-6-methylchinolin-2-yl)-2,5-dimethylpiperazin-1-yl)-5-methyl-6-oxo-5,6-dihydro-1,5-naphthyridin-2-carbonitril